19-bromo-4,6,8,10,12,14,16-heptamethyl-nonadecyl-nonoxymethyl ether BrCCCC(CC(CC(CC(CC(CC(CC(CCCC(OCCCCCCCCC)OC(CCCC(CC(CC(CC(CC(CC(CC(CCCBr)C)C)C)C)C)C)C)OCCCCCCCCC)C)C)C)C)C)C)C